COC(C(C(C1=CC=CC=C1)=O)NC(=O)OC(C)(C)C)=O 2-(Bocamino)-3-oxo-3-phenylpropionic acid methyl ester